C12N(CC(NC1)C2)C=2N=CC(=NC2)C(=O)NC=2C=C(C=C1C=CC=NC21)F 5-(2,5-diazabicyclo[2.2.1]heptan-2-yl)-N-(6-fluoroquinolin-8-yl)pyrazine-2-carboxamide